(4-(3-(3-(6-(8-(benzo[d]thiazol-2-ylcarbamoyl)-3,4-dihydroisoquinolin-2(1H)-yl)-2-(tert-butoxycarbonyl)pyridin-3-yl)-2-methylphenoxy)-1,1-difluoropropyl)piperidin-1-yl)acetic acid S1C(=NC2=C1C=CC=C2)NC(=O)C=2C=CC=C1CCN(CC21)C2=CC=C(C(=N2)C(=O)OC(C)(C)C)C=2C(=C(OCCC(F)(F)C1CCN(CC1)CC(=O)O)C=CC2)C